O1C(=CC=C1)CCCO 3-(2-furyl)propanol